FC(C=1C(NC2=CC=C(C=C2N1)F)=O)F 3-difluoromethyl-6-fluoroquinoxalinone